(R)-N-(pyrrolidin-3-yl)tetradecane-1-sulfonamide TFA salt OC(=O)C(F)(F)F.N1C[C@@H](CC1)NS(=O)(=O)CCCCCCCCCCCCCC